CC1=C(C=C(C(=O)NC2=CC=C(C=C2)C2CN(CC2)CCC)C=C1)NC1=NC=CC(=N1)C=1C=NC=CC1 4-Methyl-N-[4-(1-propyl-pyrrolidin-3-yl)-phenyl]-3-(4-pyridin-3-yl-pyrimidin-2-ylamino)-benzamide